2-fluoro-4-methyl-5-(2-morpholino-6-(2-((tetrahydro-2H-pyran-2-yl)oxy)ethoxy)pyridin-4-yl)aniline FC1=C(N)C=C(C(=C1)C)C1=CC(=NC(=C1)OCCOC1OCCCC1)N1CCOCC1